N-{(1R)-1-[3-(2-furoyl)phenyl]ethyl}thiophene-2-sulfonamide O1C(=CC=C1)C(=O)C=1C=C(C=CC1)[C@@H](C)NS(=O)(=O)C=1SC=CC1